2-(2-chloro-3'-(7-chloro-5-(hydroxymethyl)benzo[d]oxazol-2-yl)-2'-methylbiphenyl-3-ylcarbamoyl)-1-methyl-4,6-dihydropyrrolo[3,4-d]imidazole-5(1H)-carboxylic acid tert-butyl ester C(C)(C)(C)OC(=O)N1CC=2N(C(=NC2C1)C(NC=1C(=C(C=CC1)C1=C(C(=CC=C1)C=1OC2=C(N1)C=C(C=C2Cl)CO)C)Cl)=O)C